2-allylthio-1-(3-nitrophenyl)ethane-1-one C(C=C)SCC(=O)C1=CC(=CC=C1)[N+](=O)[O-]